ClC1=C(C=CC(=C1O)O)C(=O)N1CCNCC1 (2-chloro-3,4-dihydroxyphenyl)(piperazin-1-yl)methanone